C(C)[C@@H]1COCC(N1C1=NC(=CC(=C1)CS(=O)(=O)C)C1=CC=C2C(=N1)C=C(N2)CNC)=O (R)-5-ethyl-4-(6-(2-((methylamino)methyl)-1H-pyrrolo[3,2-b]pyridin-5-yl)-4-((methylsulfonyl)methyl)pyridin-2-yl)morpholin-3-one